4-(2,5-Dichloropyrimidin-4-yl)isoquinoline ClC1=NC=C(C(=N1)C1=CN=CC2=CC=CC=C12)Cl